N-(2,6-dioxo-3-piperidinyl)-phthalimide O=C1NC(CCC1N1C(C=2C(C1=O)=CC=CC2)=O)=O